N1C(=NC2=C1C=CC=C2)C2=CC=CC(=N2)N2CCC(CC2)NC(OC(C)(C)C)=O tert-butyl (1-(6-(1H-benzo[d]imidazol-2-yl)pyridinyl)piperidin-4-yl)carbamate